lithium diphosphonite P([O-])OP[O-].[Li+].[Li+]